C(#N)C1=CC(=NC=C1)N1[C@@H](CCC1=O)C(=O)N(C1=C(C=CC(=C1)F)F)[C@]1(CCC2=CC=CC=C12)C(NC1CC(C1)(F)F)=O (S)-1-(4-cyanopyridin-2-yl)-N-((S)-1-(3,3-difluorocyclobutylcarbamoyl)-2,3-dihydro-1H-inden-1-yl)-N-(2,5-difluorophenyl)-5-oxopyrrolidine-2-carboxamide